ClC1=C(C=CC=C1)CN1N=C(C=C1C1=CC(=CC=C1)OC)CCC(C(=O)O)(C)C 4-(1-[(2-chlorophenyl)methyl]-5-(3-methoxyphenyl)-1H-pyrazol-3-yl)-2,2-dimethylbutanoic acid